3-bromo-N-(4-methoxybenzyl)-N-methyl-4-((5-(trifluoromethyl)pyridin-2-yl)amino)benzenesulfonamide BrC=1C=C(C=CC1NC1=NC=C(C=C1)C(F)(F)F)S(=O)(=O)N(C)CC1=CC=C(C=C1)OC